3-(4-Amino-2-chlorophenyl)-6-chloro-1,3-benzoxazine-2,4-dione NC1=CC(=C(C=C1)N1C(OC2=C(C1=O)C=C(C=C2)Cl)=O)Cl